1-(4-(Aminomethyl)-5-fluoropyridin-2-yl)dihydropyrimidine-2,4(1H,3H)-dione NCC1=CC(=NC=C1F)N1C(NC(CC1)=O)=O